ClC1=C(C(=CC=C1)C1=NC2=C(N1)C(=CC(=C2)Cl)C)C=2C(=CC(=CC2)C(N[C@H](CCC)C2=CC=CC=C2)=O)C(=O)O (S)-2'-chloro-6'-(5-chloro-7-methyl-1H-1,3-benzodiazol-2-yl)-4-{[(1R)-1-phenylbutyl]carbamoyl}-[1,1'-biphenyl]-2-carboxylic acid